4-[3-[2-chloro-4-(7,7-dimethyl-5,9-dioxa-2-azaspiro[3.5]nonan-2-yl)-6-fluorobenzoyl]-2,4-Dihydro-1,3-benzoxazin-8-yl]-5-fluoro-2-(3-oxa-8-azabicyclo[3.2.1]octan-8-yl)benzoic acid ClC1=C(C(=O)N2COC3=C(C2)C=CC=C3C3=CC(=C(C(=O)O)C=C3F)N3C2COCC3CC2)C(=CC(=C1)N1CC2(C1)OCC(CO2)(C)C)F